3-(3-indolyl)-alanine N1C=C(C2=CC=CC=C12)C[C@H](N)C(=O)O